ClC1=CC=C2C(=CNC2=C1S(=O)(=O)C)C=O 6-chloro-7-(methyl-sulfonyl)-1H-indole-3-formaldehyde